6-Oxoundecane-1,11-diyl bis(2-cyclopentadecylacetate) C1(CCCCCCCCCCCCCC1)CC(=O)OCCCCCC(CCCCCOC(CC1CCCCCCCCCCCCCC1)=O)=O